FC(C=1C=C(C=C(C1)C(F)(F)F)[B-](C1=CC(=CC(=C1)C(F)(F)F)C(F)(F)F)(C1=CC(=CC(=C1)C(F)(F)F)C(F)(F)F)C1=CC(=CC(=C1)C(F)(F)F)C(F)(F)F)(F)F.C(CCCCCCCCCCC)[N+](C)(CCCCCCCCCCCC)CCCCCCCCCCCC tridodecylmethylammonium tetrakis[3,5-bis(trifluoromethyl)phenyl]borate